ClC1=CC=2C(C=3N(C2C=C1)C(C1=C(N3)N=CC=C1)=O)=NNC(N)=N 2-(9-Chloro-5-oxopyrido[2',3':4,5]pyrimido[1,2-a]indol-11(5H)-yliden)hydrazin-1-carboximidamid